3-methoxy-4-((3-(4-(((1S,4S)-4-morpholinocyclohexyl)amino)-1-(2,2,2-trifluoroethyl)-1H-indol-2-yl)prop-2-yn-1-yl)amino)benzenesulfonamide COC=1C=C(C=CC1NCC#CC=1N(C2=CC=CC(=C2C1)NC1CCC(CC1)N1CCOCC1)CC(F)(F)F)S(=O)(=O)N